N1(CCCC1)C1=CC(=CN=N1)N1N=CC2=CC=C(C=C12)C1=C(NC=C1)C#N [1-(6-pyrrolidin-1-yl-pyridazin-4-yl)indazol-6-yl]pyrrole-2-carbonitrile